O=C(C(=O)NCC(=O)N[C@@H](CCC(=O)OCC1=CC=CC=C1)C(=O)OC)[C@H]1N(CCC1)C(CNC(=O)C1=CC=NC2=CC=CC=C12)=O 5-Benzyl 1-methyl (2-oxo-2-((S)-1-((quinoline-4-carbonyl)glycyl)pyrrolidine-2-yl)acetyl)-glycyl-L-glutamate